FC(C=1C=C(C=CC1)C(=CC)C=1C(=NNC1)N)(F)F 4-[1-[3-(trifluoromethyl)phenyl]prop-1-enyl]-1H-pyrazol-3-amine